BrC1=CC=C(C=C1)C(=NN=C(Cl)C1=CC=C(C=C1)Br)Cl 1,2-bis((4-bromophenyl)chloromethylene)hydrazine